OC1=C(C=C(C=C1OC)[C@H]1[C@H]2C(OC[C@@H]2[C@@H](C2=CC3=C(OCO3)C=C21)N2N=NC(=C2)COC2=CC=C(C=C2)C(\C=C\C2=CC=CC=C2)=O)=O)OC (5S,5As,8aR,9R)-9-(4-hydroxy-3,5-dimethoxyphenyl)-5-[4-[[4-[(E)-3-phenylprop-2-enoyl]phenoxy]methyl]triazol-1-yl]-5a,6,8a,9-tetrahydro-5H-[2]benzofuro[6,5-f][1,3]benzodioxol-8-one